N1C(=NC=C1)C(=O)C1(CCC1)C (1H-imidazol-2-yl)(1-methylcyclobutyl)methanone